(S)-4-(difluoromethyl)-3-(2-iodo-5,6-dihydroimidazo[1,2-d]thieno[2,3-f][1,4]oxazepin-9-yl)oxazolidin-2-one FC([C@H]1N(C(OC1)=O)C=1N=C2N(CCOC3=C2SC(=C3)I)C1)F